1-(4-ethylpent-4-en-2-yl)-2-nitrobenzene C(C)C(CC(C)C1=C(C=CC=C1)[N+](=O)[O-])=C